C(C1=CC=CC=C1)OCCOC=1C(=C(C(=O)OC)C=CC1)C=O methyl 3-(2-(benzyloxy) ethoxy)-2-formylbenzoate